N=1N(N=CC1)CC(=O)C=1C=CC(=C(C1)N1C(=NC2=CC=CC=C2C1=O)CN1CCC(CC1)C(=O)NCC1=CC=C(C=C1)Cl)OC(C)C 1-((3-(5-(2-(2H-1,2,3-triazol-2-yl)acetyl)-2-isopropoxyphenyl)-4-oxo-3,4-dihydroquinazolin-2-yl)methyl)-N-(4-chlorobenzyl)piperidine-4-carboxamide